CCCCCCCCCCCC/C=C/[C@H]([C@H](CO)[NH3+])O The molecule is a cationic sphingoid that is the conjugate acid of C17 sphingosine, obtained by protonation of the primary amino function; major species at pH 7.3. It is a conjugate acid of a C17 sphingosine.